Cl.N1C[C@@H](CC1)CN1CCC2(CC1)CCC(CC2)CNS(=O)(=O)CC (R)-N-((3-(Pyrrolidin-3-ylmethyl)-3-azaspiro[5.5]undec-9-yl)methyl)ethanesulfonamide hydrochloride